O1COC2=C1C=CC(=C2)C(C(C)N(C)C(=O)OCOC(=O)CCCC(=O)O)=O 4-({[2-(2H-1,3-Benzodioxol-5-yl)-1-methyl-2-oxo-ethyl]-N-methylaminocarbonyloxy}methoxycarbonyl)butyric acid